dimethyl-(tert-butyl)ammonium tetrakis-(2,3,4,6-tetrafluorophenyl)borate FC1=C(C(=CC(=C1F)F)F)[B-](C1=C(C(=C(C=C1F)F)F)F)(C1=C(C(=C(C=C1F)F)F)F)C1=C(C(=C(C=C1F)F)F)F.C[NH+](C(C)(C)C)C